4-(7-chloro-2-methoxymethyl-10,11-dihydro-dibenzo[b,f]azepin-5-yl)-butylamine ClC1=CC2=C(CCC3=C(N2CCCCN)C=CC(=C3)COC)C=C1